ClC1=C(C=C(C=N1)C1CC(N(CC1)C12CC(C1)(C2)C2=CC=NC=C2)=O)F 4-(6-chloro-5-fluoro-3-pyridyl)-1-[3-(4-pyridyl)-1-bicyclo[1.1.1]pentanyl]piperidin-2-one